C1(CC1)C1=CC(=C(C=C1)C1CCN(CC1)C(=O)C1CC2(C1)NC(OC2)=O)C (2s,4s)-2-(4-(4-cyclopropyl-2-methylphenyl)piperidine-1-carbonyl)-7-oxa-5-azaspiro[3.4]octan-6-one